C(C)(C)(C)OC(=O)N1C(=CC=C1)C=1C=NN2C1N=C(C=C2C2(CC2)S(=O)(=O)C)N2[C@@H](COCC2)C (R)-2-(5-(3-methylmorpholino)-7-(1-(methylsulfonyl)cyclopropyl)pyrazolo[1,5-a]pyrimidin-3-yl)-1H-pyrrole-1-carboxylic acid tert-butyl ester